N1CCC(CC1)NC1=NC=C(C=N1)C(F)(F)F N-(piperidin-4-yl)-5-(trifluoromethyl)pyrimidin-2-amine